FC(F)(F)C1=C(C(C(=O)O)=C(C=C1)[2H])[2H] (trifluoromethyl)benzoic acid-2,6-d2